C(C)[C@H]1[C@H](NC([C@H]1F)=O)COC=1C=CC=C2C=C(C=3N(C12)N=CN3)C(=O)N 9-(((2S,3S,4S)-3-Ethyl-4-fluoro-5-oxopyrrolidin-2-yl)methoxy)-[1,2,4]triazolo[1,5-a]quinoline-4-carboxamide